2-((4-((4,4-difluorocyclohexyl)methoxy)-2-methylene-4-oxobutanoyl)oxy)acetic acid FC1(CCC(CC1)COC(CC(C(=O)OCC(=O)O)=C)=O)F